2'-chloro-N-(5-(5-(difluoromethoxy)pyrimidine-2-carbonyl)-5,6-dihydro-4H-pyrrolo[3,4-d]thiazol-2-yl)-5'-methoxy-6-methyl-[4,4'-bipyridine]-3-carboxamide ClC1=NC=C(C(=C1)C1=C(C=NC(=C1)C)C(=O)NC=1SC2=C(N1)CN(C2)C(=O)C2=NC=C(C=N2)OC(F)F)OC